FC=1C(=NC=CC1)C=O 3-fluoropyridine-carbaldehyde